BrC=1C(=C(C(=CC1)Br)CC=O)F (3,6-dibromo-2-fluorophenyl)acetaldehyde